5-((4-(((S)-2-hydroxy-1-phenylethyl)amino)-5-(3-morpholino-1,2,4-oxadiazol-5-yl)pyrimidin-2-yl)amino)-3-methylisoindolin-1-one OC[C@H](C1=CC=CC=C1)NC1=NC(=NC=C1C1=NC(=NO1)N1CCOCC1)NC=1C=C2C(NC(C2=CC1)=O)C